C(C=C)N1N(C2=NC(=CC=C2C1=O)NC1=NC=C(C(=N1)N[C@H](CO)C1=CC=CC=C1)C1=NC(=NO1)C=1C=NC=CC1)C(C)C (S)-2-allyl-6-((4-((2-hydroxy-1-phenylethyl)amino)-5-(3-(pyridin-3-yl)-1,2,4-oxadiazol-5-yl)pyrimidin-2-yl)amino)-1-isopropyl-1,2-dihydro-3H-pyrazolo[3,4-b]pyridin-3-one